C(C)(C)(C)OC(=O)N1CC=2C3=C(NC(C2C1)=O)N(N=C3)COCC[Si](C)(C)C 5-oxo-3-((2-(trimethylsilyl)ethoxy)methyl)-4,5,6,8-tetrahydropyrazolo[3,4-b]pyrrolo[3,4-d]pyridine-7(3H)-carboxylic acid tert-butyl ester